C(=O)O.N=1C=CN2C1N=CC(=C2)C(=O)N imidazo[1,2-a]pyrimidine-6-carboxamide formate